N-(3-iodo-4-methylphenyl)-5-(4-methylpiperazin-1-yl)-5,6,7,8-tetrahydronaphthalene-2-carboxamide IC=1C=C(C=CC1C)NC(=O)C1=CC=2CCCC(C2C=C1)N1CCN(CC1)C